N[C@H](C(=O)N1CC(C1)OC1=CC=C(C(=C1C(=O)O)O)CCB(O)O)CC(=O)O 6-({1-[(2S)-2-amino-3-carboxypropionyl]azetidin-3-yl}oxy)-3-(2-boronoethyl)-2-hydroxybenzoic acid